C(C)OC=1C(=CC2=CN(N=C2C1)C)NC(=O)C1=NC=C(N=C1)N1CC2(C1)CCCN(C2)C N-(6-ethoxy-2-methyl-indazol-5-yl)-5-(8-methyl-2,8-diazaspiro[3.5]nonan-2-yl)pyrazine-2-carboxamide